C(C)(=O)C1=NN(C2=C(C=C(C=C12)C=1C=NC(=NC1)C)C)CC(=O)N1[C@@H]2C[C@@]2(C[C@H]1C(=O)NCC1=CC(=CC=C1)C)C (1R,3S,5R)-2-(2-(3-acetyl-7-methyl-5-(2-methylpyrimidin-5-yl)-1H-indazol-1-yl)acetyl)-5-methyl-N-(3-methylbenzyl)-2-azabicyclo[3.1.0]hexane-3-carboxamide